(E)-N-p-fluorophenyl-2-butenamide FC1=CC=C(C=C1)NC(\C=C\C)=O